4-chloro-N-(3-methoxy-4-(3-(piperidin-1-yl)propoxy)phenyl)-pyrimidin-2-amine ClC1=NC(=NC=C1)NC1=CC(=C(C=C1)OCCCN1CCCCC1)OC